4-(methyl-(quinolin-7-yl)amino)piperidine-1-carboxylic acid tert-butyl ester C(C)(C)(C)OC(=O)N1CCC(CC1)N(C1=CC=C2C=CC=NC2=C1)C